(2R,4R)-4-amino-8-(8-(2,3-dichlorophenyl)-7-methyl-[1,2,4]triazolo[4,3-c]pyrimidin-5-yl)-8-azaspiro[4.5]decan-2-ol N[C@@H]1C[C@@H](CC12CCN(CC2)C2=NC(=C(C=1N2C=NN1)C1=C(C(=CC=C1)Cl)Cl)C)O